C(=O)(O)C=1C=C(C=C(C1)F)C1=NC2=NC=CC=C2C=C1 3-carboxyl-5-fluorophenyl-naphthyridine